1-(4-{2-cyclohexyl-3-phenylfuro[3,2-b]pyridin-6-yl}phenyl)-4-methylpiperazine C1(CCCCC1)C1=C(C2=NC=C(C=C2O1)C1=CC=C(C=C1)N1CCN(CC1)C)C1=CC=CC=C1